[N+](=O)([O-])C1=C(C(=O)[O-])C=CC=N1 nitronicotinate